tert-butyl 6-fluoro-3-(2-hydroxyethyl)-2-oxo-3,4-dihydroquinazoline-1(2H)-carboxylate FC=1C=C2CN(C(N(C2=CC1)C(=O)OC(C)(C)C)=O)CCO